β-fluoro-β-(2,2,3,3,4,4,5,5,6,6,7,7,7-tridecafluoroheptoxy)styrene FC(=CC1=CC=CC=C1)OCC(C(C(C(C(C(F)(F)F)(F)F)(F)F)(F)F)(F)F)(F)F